(3-(difluoromethyl)phenyl)methylamine FC(C=1C=C(C=CC1)CN)F